BrC1=CC(=C(O[C@H](C(=O)O)CC#C)C=C1)F (S)-2-(4-bromo-2-fluorophenoxy)-4-pentynoic acid